(±)-1,2-diphenylethylenediamine C1(=CC=CC=C1)C(C(N)C1=CC=CC=C1)N